3-aminopropyl-(butoxydimethylsilane) NCCC[Si](C)(C)OCCCC